ClC1=CC(=NC2=NC=CC=C12)CCCCC(F)[C@H]1CN(CC1)C(=O)OC(C)(C)C tert-butyl (3R)-3-(5-(4-chloro-1,8-naphthyridin-2-yl)-1-fluoropentyl)pyrrolidine-1-carboxylate